bisphosphate trisodium salt [Na+].[Na+].[Na+].P(=O)([O-])([O-])[O-].P(=O)(O)(O)O